FC1=C2NC(C(=NC2=C(C=C1CN1CCN(CC1)C=1C=CC(=NC1)C(=O)NC)C#CC)C)=O 5-(4-((5-fluoro-2-methyl-3-oxo-8-(prop-1-yn-1-yl)-3,4-dihydroquinoxalin-6-yl)methyl)piperazin-1-yl)-N-methylpyridinecarboxamide